Phosphorus-aluminum salt [Al].[P]